COCCN1C[C@@H]([C@H](CC1)NC(=O)C1=CC(=CC=2N(C=NC21)CC(F)(F)F)C#CCNC2=C(C=C(C=C2)C(NC)=O)C(F)F)C N-[(3S,4S)-1-(2-methoxyethyl)-3-methyl-4-piperidyl]-6-{3-[4-(N-methylcarbamoyl)-2-(difluoromethyl)phenylamino]-1-propynyl}-1-(2,2,2-trifluoroethyl)-1H-1,3-benzimidazole-4-carboxamide